S1C=C(C=C1)C(=O)NC=1C=C2C(=CNC2=CC1)C1CCN(CC1)CCCCCC 5-(3-thienoyl)amino-3-(1-hexylpiperidin-4-yl)-1H-indole